N-((R)-(4-fluorophenyl)((S)-tetrahydrofuran-2-yl)methyl)-4-(trifluoromethoxy)benzenesulfonamide FC1=CC=C(C=C1)[C@@H](NS(=O)(=O)C1=CC=C(C=C1)OC(F)(F)F)[C@H]1OCCC1